C(=O)(O)NCCCCN anti-carboxyputrescine